ClC=1C=C(C=CC1)C1=NN(C=N1)/C=C/C(=O)NC1=CC=CC=C1 (E)-3-(3-(3-chlorophenyl)-1H-1,2,4-triazol-1-yl)-N-phenylacrylamide